(1R)-1-{5-[2-(1-cyanocyclopropyl)phenyl]-1,2,4-oxadiazol-3-yl}-6-azaspiro[2.5]octane-6-sulfonamide C(#N)C1(CC1)C1=C(C=CC=C1)C1=NC(=NO1)[C@@H]1CC12CCN(CC2)S(=O)(=O)N